C(C)(C)(C)OC(=O)N1CCC(CC1)C1=CC(=C(C=C1NS(=O)(=O)CC)C1=CC(=[N+](C(=C1)C)[O-])C)OC1=C(C=C(C=C1)F)F 4-(4-(1-(tert-butoxycarbonyl)piperidin-4-yl)-2-(2,4-difluorophenoxy)-5-(ethylsulfonylamino)phenyl)-2,6-dimethylpyridine 1-oxide